10,11-dihydro-dibenzo[b,f]azepine C1=CC=CC=2NC3=C(CCC21)C=CC=C3